N[C@@]1(CN(CC1)C1=C(C=NC=C1C(=O)N[C@H](C(F)(F)F)C)C1=NC2=C(N1)C(=CC=C2C)F)C 4-((S)-3-amino-3-methylpyrrolidin-1-yl)-5-(7-fluoro-4-methyl-1H-benzo[d]imidazol-2-yl)-N-((S)-1,1,1-trifluoropropan-2-yl)nicotinamide